2-(3-bromo-1-((tetrahydro-2H-pyran-4-yl)methyl)-1H-pyrazol-5-yl)propanol BrC1=NN(C(=C1)C(CO)C)CC1CCOCC1